C(CCC=CCC=CCCCCC)C=1C=C(C=C(C1)O)O 5-(Trideca-4,7-dien-1-YL)benzene-1,3-diol